N,N,N',N'-tetraundecyl-urea C(CCCCCCCCCC)N(C(=O)N(CCCCCCCCCCC)CCCCCCCCCCC)CCCCCCCCCCC